(1S)-1-[2-[3-(difluoromethoxy)-5-methyl-pyrazol-1-yl]-6-[6-fluoro-5-[(6-methylpyridazin-3-yl)amino]benzimidazol-1-yl]-3-pyridyl]ethanol FC(OC1=NN(C(=C1)C)C1=NC(=CC=C1[C@H](C)O)N1C=NC2=C1C=C(C(=C2)NC=2N=NC(=CC2)C)F)F